3-(1-methylimidazol-4-yl)-4-[[5-(trifluoromethyl)-2-pyridyl]amino]benzoic acid CN1C=NC(=C1)C=1C=C(C(=O)O)C=CC1NC1=NC=C(C=C1)C(F)(F)F